C1(=CC=CC=C1)N(C(\C=C\C1=CC=C(C=C1)C)=O)CC1OCCC1 (E)-N-phenyl-3-(p-tolyl)-N-(tetra-hydrofuran-2-ylmethyl)prop-2-enamid